N1(CCCC1)C1=NC(=CC(=N1)N1CCN(CC1)CC([C@H]1CC[C@H]2[C@@H]3CCC4=CC(CC[C@]4(C)C3=CC[C@]12C)=O)=O)N1CCCC1 21-[4-[2,6-bis(1-pyrrolidinyl)-4-pyrimidinyl]-1-piperazinyl]pregna-4,9(11)-dien-3,20-dione